FC1=C(C(=CC=C1)C)N1CCC(CC1)N1C(N(C=2C(C1)=CN(N2)CCN2CCN(CC2)C)CC2=C(C=CC=C2)C(F)(F)F)=O 5-[1-(2-fluoro-6-methyl-phenyl)-piperidin-4-yl]-2-[2-(4-methyl-piperazin-1-yl)-ethyl]-7-(2-trifluoromethyl-benzyl)-2,4,5,7-tetrahydro-pyrazolo[3,4-d]pyrimidin-6-one